2-[(9S)-7-(4-chlorophenyl)-4,5,13-trimethyl-3-thia-1,8,11,12-tetraazatricyclo[8.3.0.02,6]trideca-2(6),4,7,10,12-pentaen-9-yl]acetic acid ClC1=CC=C(C=C1)C=1C=2C(=C(SC2N2C(=NN=C2[C@@H](N1)CC(=O)O)C)C)C